BrC=1C=CC2=C(NC(CC(=N2)C2=CC(=NC=C2)C#N)=O)C1 4-(8-Bromo-2,3-dihydro-2-oxo-1H-1,5-benzodiazepin-4-yl)-2-pyridinecarbonitrile